N-[(1R)-1-(5-cyano-3-fluoropyridin-2-yl)ethyl]-2-(5-cyano-4-methyl-2-oxo-1H-1,6-naphthyridin-3-yl)-2,2-difluoroacetamide C(#N)C=1C=C(C(=NC1)[C@@H](C)NC(C(F)(F)C=1C(NC2=CC=NC(=C2C1C)C#N)=O)=O)F